C(C)(C)(C)OC(N(C1CCN(CC1)C=1C=NC(=CC1)[N+](=O)[O-])C)=O Methyl-(1-(6-nitropyridin-3-yl)piperidin-4-yl)carbamic acid tert-butyl ester